BrC1=CC2=C(N=C(N=C2)NC2CCN(CC2)S(=O)(=O)C)N(C1=O)C1C2(CC2)CCC1 6-Bromo-2-((1-(methylsulfonyl)piperidin-4-yl)amino)-8-(spiro[2.4]heptan-4-yl)pyrido[2,3-d]pyrimidin-7(8H)-one